The molecule is a cembrane diterpenoid with cytotoxic activity isolated from the soft coral Lobophytum michaelae. It has a role as an antineoplastic agent and a coral metabolite. It is a gamma-lactone, an acetate ester, a cembrane diterpenoid, a macrocycle and a tertiary alcohol. C/C/1=C\\C[C@@H](/C(=C/C[C@H]([C@]([C@H]([C@@H]2[C@@H]([C@@H](C1)OC(=O)C)C(=C)C(=O)O2)OC(=O)C)(C)O)OC(=O)C)/C)OC(=O)C